POC1=CC=CC=C1.[Na] sodium phenyl phosphinite